COC(=O)C1N2C=C(C=C2C(CC1)=O)Br 2-bromo-8-oxo-6,7-dihydro-5H-indolizine-5-carboxylic acid methyl ester